(S)-1-(7-(3-methyl-1H-pyrrolo[2,3-b]pyridin-5-yl)-5-(pyrrolidin-2-yl)-3,4-dihydroisoquinolin-2(1H)-yl)ethan-1-one CC1=CNC2=NC=C(C=C21)C2=CC(=C1CCN(CC1=C2)C(C)=O)[C@H]2NCCC2